2-(2-phenyl-2-(p-methoxyphenyl)ethyl)cyclohexanone C1(=CC=CC=C1)C(CC1C(CCCC1)=O)C1=CC=C(C=C1)OC